Cl.N[C@@H](CC(=O)OCC)C=1C(=C(C=C(C1F)C1CC1)C1=C(C=C(C=C1OCCCC=C)C)C)F Ethyl (3S)-3-amino-3-(5-cyclopropyl-2,4-difluoro-2',4'-dimethyl-6'-(pent-4-en-1-yloxy)-[1,1'-biphenyl]-3-yl)propanoate hydrochloride